(2R,3R)-3-(fluoromethyl)-2-methyl-azetidine FC[C@H]1[C@H](NC1)C